O1C(C1)COC1=CC=C(CO)C=C1 4-(2-oxiranylmethoxy)-benzyl alcohol